dichlorothia-anthracene ClC=1C(SC2=CC3=CC=CC=C3C=C2C1)Cl